C(CCC)C(C(C(C(=O)[O-])(CCCC)CCCC)(O)C(=O)[O-])C(=O)[O-] TRIBUTYLCITRAT